N-(2-(4,4-difluoropiperidin-1-yl)-6-methylpyrimidin-4-yl)-2,5-difluorobenzamide FC1(CCN(CC1)C1=NC(=CC(=N1)NC(C1=C(C=CC(=C1)F)F)=O)C)F